C(C=C)(=O)N1C[C@H](N(CC1)C(=O)OC=1C=C2C(=NC=NC2=CC1OC)NC1=CC=C(C=C1)C#N)C 4-((4-cyanophenyl) amino)-7-methoxyquinazolin-6-yl (R)-4-acryloyl-2-methylpiperazine-1-carboxylate